4-bromo-5-fluoro-N,N-dimethylpyridin-2-amine BrC1=CC(=NC=C1F)N(C)C